BrC=1C(=C(OCC(=O)C2=C(C=C(C=C2)Cl)F)C=CC1)O 2-(3-Bromo-2-hydroxyphenoxy)-1-(4-chloro-2-fluorophenyl)ethan-1-one